N-(2,3-dihydro-1,4-benzoxazin-4-yl)-4-isopropyl-3-methyl-1-(2,3,5-trifluorophenyl)-pyrazolo[3,4-b]Pyridine-5-carboxamide O1CCN(C2=C1C=CC=C2)NC(=O)C=2C(=C1C(=NC2)N(N=C1C)C1=C(C(=CC(=C1)F)F)F)C(C)C